CC1=NC=CC(=N1)C1=CC=2C(NCCC2N1)=O 2-(2-methylpyrimidin-4-yl)-1h,5h,6h,7h-pyrrolo[3,2-c]Pyridin-4-one